OC1C(CCC=CCCCC1)O 1,2-dihydroxy-5-cyclodecene